N-(tetrahydro-2H-pyran-4-yl)pyridine-2-amide O1CCC(CC1)NC(=O)C1=NC=CC=C1